FC(CN1N=CC=2C1=NC(=NC2)N2CCC1(CC(N(C1)C=1C=NC(=CC1)OCC(F)(F)F)=O)CC2)F 8-(1-(2,2-difluoroethyl)-1H-pyrazolo[3,4-d]pyrimidin-6-yl)-2-(6-(2,2,2-trifluoroethoxy)pyridin-3-yl)-2,8-diazaspiro[4.5]decan-3-one